C(=O)(OCC1C2=CC=CC=C2C2=CC=CC=C12)N[C@@H](CC=1N=CSC1)C(=O)O fmoc-3-(4-thiazolyl)-alanine